FC=1C=C(C=C(C1)C=1C=CC=2N(N1)C(=CN2)C)NC(C)=O N-(3-fluoro-5-(3-methylimidazo[1,2-b]pyridazin-6-yl)phenyl)acetamide